C(C1=CC=CC=C1)C(C(C=CC1=CC(=C(C=C1)OC)OC)=O)=C(C=CC1=CC(=C(C=C1)OC)OC)O 4-benzyl-1,7-bis(3,4-dimethoxyphenyl)-5-hydroxyhept-1,4,6-trien-3-one